CN(C(=O)C1=CC=C(C=C1)B(O)O)CC=1C(N(C=CC1)C)=O (4-(methyl((1-methyl-2-oxo-1,2-dihydropyridin-3-yl)methyl)carbamoyl)phenyl)boronic acid